FC1C(=CC=CC1(F)C[C@@H]1N(CC([C@@H]1NS(=O)(=O)CC)(F)F)C(=O)C1(OCC1)C)C1=CC=CC=C1 N-[(2S,3R)-2-[(2,3-difluoro[1,1'-biphenyl]-3-yl)methyl]-4,4-difluoro-1-(2-methyloxetane-2-carbonyl)pyrrolidin-3-yl]ethanesulfonamide